ethyl (3S)-3-(2-(5-(2-(azetidin-1-yl)ethyl)-2-oxo-4-(trifluoromethyl)pyridin-1(2H)-yl)-4-methylpentanamido)-3-(5-chloro-4-fluoro-2',6'-dimethyl-[1,1'-biphenyl]-3-yl)propanoate N1(CCC1)CCC=1C(=CC(N(C1)C(C(=O)N[C@@H](CC(=O)OCC)C=1C=C(C=C(C1F)Cl)C1=C(C=CC=C1C)C)CC(C)C)=O)C(F)(F)F